C(C)(C)(C)C=1C=C(C=C(C1O)C(C)(C)C)C(C(C(=O)OCC(CO)(CO)CO)(C1=CC(=C(C(=C1)C(C)(C)C)O)C(C)(C)C)C1=CC(=C(C(=C1)C(C)(C)C)O)C(C)(C)C)C1=CC(=C(C(=C1)C(C)(C)C)O)C(C)(C)C pentaerythritol tetrakis(3,5-di-t-butyl-4-hydroxyphenyl)propionate